3-methoxy-N-(methyl(oxo)(4-(5-(trifluoromethyl)-1,2,4-oxadiazol-3-yl)phenyl)-λ6-sulfaneylidene)benzamide COC=1C=C(C(=O)N=S(C2=CC=C(C=C2)C2=NOC(=N2)C(F)(F)F)(=O)C)C=CC1